C1(CCCCC1)NC1=C2C(=NC(=C1)NC1=C(C=C(C=C1)N1C(CCC1)=O)OC)NC=C2C(F)(F)F 1-(4-((4-(cyclohexylamino)-3-(trifluoromethyl)-1H-pyrrolo[2,3-b]pyridin-6-yl)amino)-3-methoxyphenyl)pyrrolidin-2-one